ethyl (4R)-4-[4-((2-methylpropyl)methylcarbamoyl)piperidin-1-yl]azepane-1-carboxylate CC(CN(C(=O)C1CCN(CC1)[C@H]1CCN(CCC1)C(=O)OCC)C)C